OC1=C(C=CC(=C1)N(CC)CC)C1(OC(=O)C2=C(C(=C(C(=C12)Cl)Cl)Cl)Cl)C1=C(C=CC(=C1)C)OC 3-(2'-hydroxy-4'-diethylaminophenyl)-3-(2'-methoxy-5'-methylphenyl)tetrachlorophthalide